1-((5-bromo-1,3,4-thiadiazol-2-yl)methyl)-4-(1-methylcyclobutyl)-1,4-dihydropyrazine-2,3-dione BrC1=NN=C(S1)CN1C(C(N(C=C1)C1(CCC1)C)=O)=O